(2-(2-methoxyphenyl)thiazol-4-yl)methanol COC1=C(C=CC=C1)C=1SC=C(N1)CO